tert-butyl (1R,5S)-3-(6-chloro-5-cyano-2-methylsulfanyl-pyrimidin-4-yl)-3,8-diazabicyclo[3.2.1]octane-8-carboxylate ClC1=C(C(=NC(=N1)SC)N1C[C@H]2CC[C@@H](C1)N2C(=O)OC(C)(C)C)C#N